ClCC(=O)N1C(CCCC1C)C 2-chloro-1-(2,6-dimethylpiperidin-1-yl)ethan-1-one